N-((2-(6-(2-ethyl-5-fluoro-4-hydroxyphenyl)-1H-indazol-3-yl)-1H-imidazole-4-yl)methyl)-5-(piperidin-1-yl)pyrazine-2-carboxamide C(C)C1=C(C=C(C(=C1)O)F)C1=CC=C2C(=NNC2=C1)C=1NC=C(N1)CNC(=O)C1=NC=C(N=C1)N1CCCCC1